1,2-bis(trityl)hydrazine C(C1=CC=CC=C1)(C1=CC=CC=C1)(C1=CC=CC=C1)NNC(C1=CC=CC=C1)(C1=CC=CC=C1)C1=CC=CC=C1